N1CCC(CC1)CN1CCN(CC1)C(=O)OC(C)(C)C 4-(piperidin-4-yl-methyl)-1-Boc-piperazine